O.Cl.N[C@@H](CCCCN)C(=O)O lysine Monohydrochloride Monohydrate